(R)-2-((1-(3-(cyclobutylmethyl)-6-methyl-2-morpholino-4-oxo-3,4-dihydroquinazolin-8-yl)ethyl)amino)benzoic acid C1(CCC1)CN1C(=NC2=C(C=C(C=C2C1=O)C)[C@@H](C)NC1=C(C(=O)O)C=CC=C1)N1CCOCC1